C(C)[C@H]1[C@@H]2[C@@H]3[C@@H](OC4=C3C=CC=C4OC)[C@H](C1)C2 (1R,2R,4R,4aS,9bS)-2-Ethyl-6-methoxy-1,2,3,4,4a,9b-hexahydro-1,4-methanodibenzo[b,d]furan